C(C)(C)(C)C1=CC=C(C(=O)NC2=NC=CC3=C2COB3O)C=C1 4-tert-butyl-N-[1-hydroxy-3H-[1,2]oxaborolo[4,3-c]pyridin-4-yl]benzamide